FC=1C2=C(C=NC1)C(COC2)NC 8-fluoro-N-methyl-3,4-dihydro-1H-pyrano[4,3-c]pyridin-4-amine